C(C)(C)(CC)N1C(C(=C(C1=O)C1=CC=CC=C1)C1=CC=CC=C1)=O 1-(tert-pentyl)-3,4-diphenyl-1H-pyrrole-2,5-dione